N-(1,3-dimethyl-2-oxo-benzoimidazol-5-yl)furan-2-carboxamide CN1C(N(C2=C1C=CC(=C2)NC(=O)C=2OC=CC2)C)=O